C(C=C)(=O)OC12CC3C(C(CC(C1)C3)C2)=O 4-oxoadamantan-1-yl acrylate